3-Cyclopropyl-N-[(1R)-1-(4-fluorophenyl)-3-hydroxypropyl]-6-(naphthalen-2-yl)-4-oxo-4,5-dihydropyrazolo[1,5-a]pyrazine-2-carboxamide C1(CC1)C=1C(=NN2C1C(NC(=C2)C2=CC1=CC=CC=C1C=C2)=O)C(=O)N[C@H](CCO)C2=CC=C(C=C2)F